(S)-methyl 2-(4-cyclopropyl-3-(2-(3-fluoroazetidin-1-yl) ethyl)-6-oxopyridazin-1(6H)-yl)-4-methylpentanoate C1(CC1)C=1C(=NN(C(C1)=O)[C@H](C(=O)OC)CC(C)C)CCN1CC(C1)F